CN(CCOCCN(C)C)C bis[2-(dimethylamino) ethyl] ether